FC1=C(OC2=C3C(=NC=C2)NC=C3C=3C=CC(=C(C#N)C3)OC(C)C)C(=CC(=C1)NC=1OC(C(N1)(C)C)(C)C)F 5-(4-{2,6-difluoro-4-[(4,4,5,5-tetramethyl-4,5-dihydro-1,3-oxazol-2-yl)amino]phenoxy}-1H-pyrrolo[2,3-b]pyridin-3-yl)-2-[(propan-2-yl)oxy]benzonitrile